FC1=CC=C(CC2=NN(C(=C2C2=CC=C(C=C2)F)NC(CC2(CC2)C(F)(F)F)=O)C)C=C1 N-(3-(4-fluorobenzyl)-4-(4-fluorophenyl)-1-methyl-1H-pyrazol-5-yl)-2-(1-(trifluoromethyl)cyclopropyl)acetamide